(2-iodo-4-methoxy-pyrimidin-5-yl)amine IC1=NC=C(C(=N1)OC)N